7,7-dimethyl-7H-cyclopenta[b]pyridine CC1(C=CC=2C1=NC=CC2)C